rel-(2S,3R,4R,5S)-3-(3,4-difluoro-2-methylphenyl)-N-(6-((R*)-2,2-dimethyl-1,3-dioxolan-4-yl)pyridin-3-yl)-4,5-dimethyl-5-(trifluoromethyl)tetrahydrofuran-2-carboxamide FC=1C(=C(C=CC1F)[C@@H]1[C@H](O[C@@]([C@@H]1C)(C(F)(F)F)C)C(=O)NC=1C=NC(=CC1)[C@H]1OC(OC1)(C)C)C |o1:8,9,11,12,28|